4-acetamido-o-benzoquinone C(C)(=O)NC1=CC(C(C=C1)=O)=O